FC1=CC=C(C=C1)C1=CC(NCC1)C(=O)N 4-(4-fluorophenyl)-1,2,5,6-tetrahydropyridine-2-carboxamide